NC=1C=C(C(=NC1)C1CCC(CC1)(F)F)C#N 5-amino-2-(4,4-difluorocyclohexyl)pyridine-3-carbonitrile